7-(4-(4-(benzo[b]thiophen-4-yl)piperazin-1-yl)butoxy)-N,N-dinonyl-2-oxoquinoline-1(2H)-carboxamide S1C2=C(C=C1)C(=CC=C2)N2CCN(CC2)CCCCOC2=CC=C1C=CC(N(C1=C2)C(=O)N(CCCCCCCCC)CCCCCCCCC)=O